C1NCC12CCC(CC2)N2CCN(CC2)C2=CC(=C(C(=C2)F)C2C(NC(CC2)=O)=O)F 3-(4-(4-(2-azaspiro[3.5]nonan-7-yl)piperazin-1-yl)-2,6-difluorophenyl)piperidine-2,6-dione